C1(=CC(=CC=C1)C1=NN=NN1CCC[Si](OCC)(OCC)OCC)C1=NN=NN1CCC[Si](OCC)(OCC)OCC 5,5'-(1,3-phenylene)bis{1-[3-(triethoxysilyl)propyl]-1,2,3,4-tetrazole}